ethyl 2,4-dimethyl-pyrrole-3-carboxylate CC=1NC=C(C1C(=O)OCC)C